(S)-(1-(3-((1-(3,4,5-trimethoxyphenyl)-1H-imidazol-4-yl)amino)isoquinolin-1-yl)pyrrolidin-2-yl)methanol COC=1C=C(C=C(C1OC)OC)N1C=NC(=C1)NC=1N=C(C2=CC=CC=C2C1)N1[C@@H](CCC1)CO